4-(5-bromo-2-fluorophenoxy)piperidine-1-carboxylic acid tert-butyl ester C(C)(C)(C)OC(=O)N1CCC(CC1)OC1=C(C=CC(=C1)Br)F